Cl.Cl.Cl.OC1=NC(=NC(=C1N)N)N 4-Hydroxy-2,5,6-triaminopyrimidine trihydrochloride